N[C@@H](C(C)C)C(=O)N[C@@H](CCC(=O)OCC)C(=O)OCC diethyl valyl-L-glutamate